C(CCCCCCCCCCC)(=O)[O-].C(CCC)[Sn+3].C(CCCCCCCCCCC)(=O)[O-].C(CCCCCCCCCCC)(=O)[O-] butyl-tin laurate